O[C@]1(C(CN(CC1)C(=O)OC(C)(C)C)(C)C)CN1C(C=C(C(=C1)C(N(C)C(C)C)=O)C1=CC=CC=C1)=O (R,S)-tert-Butyl 4-hydroxy-4-((5-(isopropyl(methyl)carbamoyl)-2-oxo-4-phenylpyridin-1(2H)-yl)methyl)-3,3-dimethylpiperidine-1-carboxylate